COC1=C(C(=O)N2C=CC=3C2=CN=CC3C3=CC=C(C#N)C=C3)C=CC=C1 4-[1-(2-Methoxybenzoyl)-1H-pyrrolo[2,3-c]pyridin-4-yl]benzonitrile